(3S)-3-(2',6'-dimethyl-[1,1'-biphenyl]-3-yl)-3-(2-(5-(((R)-3-fluoropyrrolidin-1-yl)methyl)-2-oxopyridin-1(2H)-yl)-4-methylpentanamido)propanoic acid CC1=C(C(=CC=C1)C)C1=CC(=CC=C1)[C@H](CC(=O)O)NC(C(CC(C)C)N1C(C=CC(=C1)CN1C[C@@H](CC1)F)=O)=O